chloro-5-fluoro-N-methyl-[1,1'-biphenyl]-3-carboxamide ClC1=C(C=C(C=C1C(=O)NC)F)C1=CC=CC=C1